COC(=O)C1(CN(C2=CC=CC=C12)C1=NC(=NC=C1Cl)Cl)C 1-(2,5-dichloropyrimidin-4-yl)-3-methylindoline-3-carboxylic acid methyl ester